4-(4,4,5,5-tetramethyl-1,3,2-dioxaborolan-2-yl)quinoline CC1(OB(OC1(C)C)C1=CC=NC2=CC=CC=C12)C